[Si](C)(C)(C(C)(C)C)OC(CC(=O)[O-])=CC 3-tert-butyldimethylsilyloxy-pent-3-enoate